5-amino-1-methyl-1,3-dihydrobenzo[c]isothiazole 2,2-dioxide NC1=CC2=C(N(S(C2)(=O)=O)C)C=C1